N-(4-(5-(4-propenoylpiperazin-1-yl)pyrimidin-4-yl)-2-methylbenzyl)-3-(1-methylcyclopropyl)-1,2,4-oxadiazole-5-carboxamide C(C=C)(=O)N1CCN(CC1)C=1C(=NC=NC1)C1=CC(=C(CNC(=O)C2=NC(=NO2)C2(CC2)C)C=C1)C